(E)-3-(6-aminopyridin-3-yl)-N-((5-(4-(4,4-difluoropiperidine-1-thiocarbonyl)-2-fluorophenyl)-7-(4-fluorophenyl)benzofuran-2-yl)methyl)acrylamide NC1=CC=C(C=N1)/C=C/C(=O)NCC=1OC2=C(C1)C=C(C=C2C2=CC=C(C=C2)F)C2=C(C=C(C=C2)C(=S)N2CCC(CC2)(F)F)F